dimethyl 5-methylpyridine-2,4-dicarboxylate CC=1C(=CC(=NC1)C(=O)OC)C(=O)OC